N-((S)-1-(4-(ethylsulfonyl)phenyl)-3-hydroxypropyl)thiazole-5-carboxamide C(C)S(=O)(=O)C1=CC=C(C=C1)[C@H](CCO)NC(=O)C1=CN=CS1